8-fluoro-3,4-dihydro-1H-isoquinoline-2-carboxylic acid benzyl ester C(C1=CC=CC=C1)OC(=O)N1CC2=C(C=CC=C2CC1)F